BrC=1C(=O)N(C(C1)=O)CCOC(C)=O bromo-N-(2-acetoxyethyl)maleimide